5-chloro-2-methyl-N1-(m-tolyl)benzene-1,3-diamine ClC=1C=C(C(=C(C1)NC=1C=C(C=CC1)C)C)N